2-(3-(3-cyano-5-fluorophenyl)-2,5-dioxoimidazolidin-1-yl)acetic acid C(#N)C=1C=C(C=C(C1)F)N1C(N(C(C1)=O)CC(=O)O)=O